N=1NC=C2CNC=C(C21)C(=O)O 2H,4H,5H-pyrazolo[4,3-c]Pyridine-7-carboxylic acid